NC=1C=CC(=NC1)N1N=C(C(=C1)C1=CN=C(N1C)C(=O)NC1=CC(=C(C=C1)C(=O)N1CCN(CC1)C(=O)C1CC[N+](CC1)(C)C)Cl)OC 5-[1-(5-amino-2-pyridyl)-3-methoxy-pyrazol-4-yl]-N-[3-chloro-4-[4-(1,1-dimethylpiperidin-1-ium-4-carbonyl)piperazine-1-carbonyl]phenyl]-1-methyl-imidazole-2-carboxamide